[1,1'-bis(diphenylphosphino)ferrocene] cobalt (II) dichloride [Co](Cl)Cl.C1(=CC=CC=C1)P([C-]1C=CC=C1)C1=CC=CC=C1.[C-]1(C=CC=C1)P(C1=CC=CC=C1)C1=CC=CC=C1.[Fe+2]